4-(2-hydroxypropan-2-yl)-N-(4-methyl-3-(2-((1-methyl-1H-pyrazol-4-yl)amino)-8,9-dihydroimidazo[1',2':1,6]pyrido[2,3-d]pyrimidin-6-yl)phenyl)picolinamide OC(C)(C)C1=CC(=NC=C1)C(=O)NC1=CC(=C(C=C1)C)C1=CC2=C(N=C(N=C2)NC=2C=NN(C2)C)N2C1=NCC2